1-iodo-4-(perfluorohexyl)benzene Racemic-cis-5-(3-amino-1-(tert-butyl)-1H-pyrazol-5-yl)tetrahydrofuran-3-yl-isopropylcarbamate NC1=NN(C(=C1)[C@@H]1C[C@@H](CO1)N(C(O)=O)C(C)C)C(C)(C)C.IC1=CC=C(C=C1)C(C(C(C(C(C(F)(F)F)(F)F)(F)F)(F)F)(F)F)(F)F |r|